NC1=NNC2=C1C(=NC(=C2)C2=C(C=CC=C2)Cl)C2=CC=C(CNC(C1=C(C=CC(=C1)F)OC)=O)C=C2 N-(4-(3-amino-6-(2-chlorophenyl)-1H-pyrazolo[4,3-c]pyridin-4-yl)benzyl)-5-fluoro-2-methoxybenzamide